FC1(CN=CC(=C1C1=C(C=CC=C1)OC1=CC=NC2=CC(=CC=C12)OCC(C)(C)O)F)C(=O)N 3,5-difluoro-4-([7-(2-hydroxy-2-methylpropoxy)quinolin-4-yl]oxylphenyl)pyridine-3-carboxamide